(4-bromo-2,5-dimethyl-phenyl)-methanol BrC1=CC(=C(C=C1C)CO)C